BrC=1C=C2C=NN(C2=CC1)CCO[Si](C)(C)C(C)(C)C 5-bromo-1-(2-((tert-butyldimethylsilyl)oxy)ethyl)-1H-indazole